CC1CC2(CCN1)OCC(C1=C2SC=C1)O 6'-methyl-spiro[4,5-dihydrothieno[2,3-c]pyran-7,4'-piperidine]-4-ol